N-t-butyloxycarbonyl-D-phenylalanine C(C)(C)(C)OC(=O)N[C@H](CC1=CC=CC=C1)C(=O)O